1,1-bis[4-(3,4-dicarboxyphenoxy)phenyl]cyclodecane C(=O)(O)C=1C=C(OC2=CC=C(C=C2)C2(CCCCCCCCC2)C2=CC=C(C=C2)OC2=CC(=C(C=C2)C(=O)O)C(=O)O)C=CC1C(=O)O